R-1-(3-(cyclohexylmethoxy)phenyl)propan C1(CCCCC1)COC=1C=C(C=CC1)CCC